N-{[2-(Dimethylamino)ethyl](1-methyl-1H-pyrazol-4-yl)sulfamoyl}-2-(1,2,3,5,6,7-hexahydro-s-indacen-4-yl)acetamide sodium salt [Na].CN(CCN(S(=O)(=O)NC(CC1=C2CCCC2=CC=2CCCC12)=O)C=1C=NN(C1)C)C